methyl (E)-2-{2-[3-(5-methylpyrimidin-2-yloxy)-phenoxy]phenyl}-3-methoxyacrylate CC=1C=NC(=NC1)OC=1C=C(OC2=C(C=CC=C2)/C(/C(=O)OC)=C\OC)C=CC1